butyl 4-chloro-9-oxo-1,5,6,8,12-pentazatricyclo[8.4.0.02,7]tetradeca-2(7),3,5-triene-8,12-dicarboxylate ClC1=CC=2N3CCN(CC3C(N(C2N=N1)C(=O)OCCCC)=O)C(=O)[O-]